C1=CC=C2C(=C1)C3=NC4=NC(=NC5=C6C=CC=CC6=C([N-]5)N=C7C8=CC=CC=C8C(=N7)N=C2[N-]3)C9=CC=CC=C94.[Mn+2] Manganese(II) phthalocyanine